NC=1C=NN2C1C=CC=C2CCO 2-(3-aminopyrazolo[1,5-a]pyrid-7-yl)ethanol